1-(4-Chlorophenyl)-7-isopropoxy-6-methoxy-2-(4-oxocyclohexyl)-1,4-dihydroisoquinolin-3-one ClC1=CC=C(C=C1)C1N(C(CC2=CC(=C(C=C12)OC(C)C)OC)=O)C1CCC(CC1)=O